BrC=1C=NC(=NC1)C=1C=C(CC2(C[C@H]3O[C@H]3C2)C(=O)[O-])C=CC1 (1R,3r,5S)-3-(3-(5-bromopyrimidin-2-yl)benzyl)-6-oxabicyclo[3.1.0]hexane-3-carboxylate